ClC1=C(C=2N=C(N=C(C2C(=N1)OCC1C2CCC(CN1)N2C(=O)OC(C)(C)C)O)SC)F tert-butyl 2-(((7-chloro-8-fluoro-4-hydroxy-2-(methylthio)pyrido[4,3-d]pyrimidin-5-yl)oxy)methyl)-3,8-diazabicyclo[3.2.1]octane-8-carboxylate